3-[1-(5-bromopyridin-2-yl)pyrrolidin-3-yl]propanoic acid BrC=1C=CC(=NC1)N1CC(CC1)CCC(=O)O